Dimethyl 12,12'-((2-(4-(2-((2-(didodecylamino)ethyl)(dodecyl)amino)ethyl)piperazin-1-yl)ethyl)azanediyl)didodecanoate C(CCCCCCCCCCC)N(CCN(CCN1CCN(CC1)CCN(CCCCCCCCCCCC(=O)OC)CCCCCCCCCCCC(=O)OC)CCCCCCCCCCCC)CCCCCCCCCCCC